C(C1=CC=CC=C1)N1CCC2(CC1)C(C1=CC=CC(=C1C2)Br)=O 1'-Benzyl-4-bromospiro[indene-2,4'-piperidin]-1(3H)-one